2-carboxyethyl acrylate (2-carboxyethyl acrylate) C(=O)(O)CCC(C(=O)O)=C.C(C=C)(=O)OCCC(=O)O